Hexadecyl gallate C(C1=CC(O)=C(O)C(O)=C1)(=O)OCCCCCCCCCCCCCCCC